ClC=1C(=CC(=NC1)NC1=CC=C(C=C1)N1CCOCC1)C1=CC2=C(N(C=N2)C)C=C1 5-chloro-4-(1-methyl-1H-benzo[d]imidazol-5-yl)-N-(4-morpholinylphenyl)pyridin-2-amine